5-(3-(5-methoxypyridin-2-yl)acryloyl)-4-methylthiothieno[2,3-b]pyridin-6(7H)-one COC=1C=CC(=NC1)C=CC(=O)C1=C(C2=C(NC1=O)SC=C2)SC